C(C)(C)(C)OC(=O)N[C@@H]1CC[C@H](CC1)/C(=C/C(=O)OCC)/C ethyl (E)-3-(trans-4-((tert-butoxycarbonyl) amino) cyclohexyl)-2-butenoate